8-{[3-(prop-2-enyloxy)phenyl]oxy}-1,2,3,6-tetrahydropurine-2,6-dione C(C=C)OC=1C=C(C=CC1)OC1=NC=2NC(NC(C2N1)=O)=O